1-bromo-3-ethoxy-2-methylbenzene BrC1=C(C(=CC=C1)OCC)C